FC=1C=C(CN2C=CC3=CC(=CC=C23)NC(C=C)=O)C=CC1F N-(1-(3,4-difluorobenzyl)-1H-indol-5-yl)acrylamide